C(CCC)C1=NN(C(=C1O)C(C)(C)C)CC 3-n-Butyl-5-tert-butyl-1-ethyl-4-hydroxy-pyrazol